3-(2-cyanopropan-2-yl)-N-(4-methyl-3-(3-methyl-4-oxo-3,4-dihydroquinazolin-6-ylamino)phenyl)benzamide C(#N)C(C)(C)C=1C=C(C(=O)NC2=CC(=C(C=C2)C)NC=2C=C3C(N(C=NC3=CC2)C)=O)C=CC1